FC1=CC2=C(C=3N(C(S2)=N)CCCN3)C=C1 9-Fluoro-3,4-dihydrobenzo[e]pyrimido[1,2-c][1,3]thiazin-6(2H)-imine